N-(2-amino-3-fluoro-4-((4-(trifluoromethyl)benzyl)amino)phenyl)-2,3-difluorodecanamide NC1=C(C=CC(=C1F)NCC1=CC=C(C=C1)C(F)(F)F)NC(C(C(CCCCCCC)F)F)=O